butyl 6-[2-(2,6-dioxo-3-piperidyl)-1,3-dioxo-isoindolin-5-yl]-2,6-diazaspiro[3.3]heptane-2-carboxylate O=C1NC(CCC1N1C(C2=CC=C(C=C2C1=O)N1CC2(CN(C2)C(=O)OCCCC)C1)=O)=O